5-((1H-Pyrazol-1-yl)methyl)-6-methoxy-N-((2,4,6-trimethoxy-3-vinylphenyl)sulfonyl)picolinamide N1(N=CC=C1)CC=1C=CC(=NC1OC)C(=O)NS(=O)(=O)C1=C(C(=C(C=C1OC)OC)C=C)OC